[Cl-].C(CCCCCC)[N+](CC1=CC=CC=C1)(C)C heptyl-dimethylbenzyl-ammonium chloride